3-nitro-4-(trityl)-4H-1,2,4-triazole [N+](=O)([O-])C1=NN=CN1C(C1=CC=CC=C1)(C1=CC=CC=C1)C1=CC=CC=C1